4,4-dimethylcholesta-8(9),24-dien-3β-ol CC1(C2CCC=3[C@@H]4CC[C@H]([C@@H](CCC=C(C)C)C)[C@]4(CCC3[C@]2(CC[C@@H]1O)C)C)C